C(C1=CC=CC=C1)OC(=O)N[C@H](C(=O)NCCNC(OC(C)(C)C)=O)CCC(=O)NCCNC(OC(C)(C)C)=O Di-tert-butyl {[(2S)-2-{[(benzyloxy)carbonyl]amino}-1,5-dioxopentane-1,5-diyl]bis(iminoethane-2,1-diyl)}biscarbamate